C1(=CC=CC=C1)S(=O)(=O)O.C(CCC)C1=NC2(C(N1C(C1=CC(=C(C=C1)C=1C(=CC=CC1)S(=O)(=O)NC1=NOC(=C1Cl)C)COCC)([2H])[2H])=O)CCCC2 4'-((2-butyl-4-oxo-1,3-diazaspiro[4.4]non-1-en-3-yl)methyl-d2)-N-(4-chloro-5-methylisoxazol-3-yl)-2'-(ethoxymethyl)-[1,1'-biphenyl]-2-sulfonamide benzenesulfonate salt